FC1=C(C=CC=C1F)C1(OC(=C(C1=O)O)N)C 2-(2,3-difluorophenyl)-2-methyl-4-hydroxy-5-amino-3(2H)-furanone